2-amino-1-[4-[(R)-amino(4,5-dichloro-2-hydroxyphenyl)methyl]piperidin-1-yl]-3-methylbutan-1-one NC(C(=O)N1CCC(CC1)[C@H](C1=C(C=C(C(=C1)Cl)Cl)O)N)C(C)C